C(C)C1=C(C=CC=C1)C1=CSC2=C1N=C(N=C2)NC2=CC(=CC=C2)N N1-(7-(2-ethylphenyl)thieno[3,2-d]pyrimidin-2-yl)benzene-1,3-diamine